C(=C)C1=C(C=CC=C1)C1=CC=CC=C1 2-vinyl-[1,1'-biphenyl]